n-methyl-5-(3-(trifluoromethyl)phenyl)pyridine-2,3-diamine CNC1=NC=C(C=C1N)C1=CC(=CC=C1)C(F)(F)F